C(C)(C)(C)NS(=O)(=O)C1=CC(=CC=C1)NC1=NC(=NC=C1C)NC1=CC=C(C=C1)OCCO N-(tert-butyl)-3-((2-((4-(2-hydroxyethoxy)phenyl)amino)-5-methylpyrimidin-4-yl)amino)benzenesulfonamide